BrC=1C=C(C2=C(CC(O2)([2H])[2H])C1Cl)C1=CC=C(C=C1)C(C)C 5-bromo-4-chloro-2,2-dideuterio-7-(4-isopropylphenyl)-3H-benzofuran